COC1C(CCC2=CC=CC=C12)CN(C)C methoxy-2-(N,N-dimethylamino)methyl-tetralin